4-(1-(4-((Cyclopropylamino)meth-yl)-2-fluorophenyl)-2-methyl-1H-imidazol-4-yl)-N-((3R,4S)-3-fluoro-1-(methylsulfonyl)piperidin-4-yl)-5-(trifluoromethyl)pyrimidin-2-amine C1(CC1)NCC1=CC(=C(C=C1)N1C(=NC(=C1)C1=NC(=NC=C1C(F)(F)F)N[C@@H]1[C@@H](CN(CC1)S(=O)(=O)C)F)C)F